Cl.N[C@H]1[C@@H](COCC1)O (3s,4r)-4-aminooxacyclohexane-3-ol hydrochloride